NC=1N=NC(=CC1O[C@@H]1CN(CCC1)C1=CC=C(C=C1)N1CCN(CC1)CCCCC(=O)O)C1=C(C=CC=C1)O 5-[4-[4-[(3S)-3-[3-amino-6-(2-hydroxyphenyl)pyridazin-4-yl]oxy-1-piperidyl]phenyl]piperazin-1-yl]pentanoic acid